FC1=C(C=C2C=NNC2=C1)[C@H]1N(C[C@@H](CC1)C)C(C(=O)NC1=NC=CC=C1C(=O)N)=O [[2-[(2S,5R)-2-(6-fluoro-1H-indazol-5-yl)-5-methyl-1-piperidyl]-2-oxo-acetyl]amino]pyridine-3-carboxamide